ClC=1C(=C(NC=2C3=C(N=CN2)C=NC(=C3)C3CN(C3)C(=O)OC(C)(C)C)C=CC1F)F tert-butyl 3-[4-(3-chloro-2,4-difluoro-anilino)pyrido[3,4-d]pyrimidin-6-yl]azetidine-1-carboxylate